ClC1=C(C=CC(=C1)F)C1=CC(OC2=CC(=CC=C12)O[C@@H](C(=O)NC1=CC=C(C(=O)O)C=C1)C)=O 4-[[(2R)-2-[4-(2-chloro-4-fluoro-phenyl)-2-oxo-chromen-7-yl]oxypropanoyl]amino]benzoic acid